ClC1=C(C(=CC=C1)F)CS(=O)(=O)NC1=C(N=CS1)C(=O)O 5-{[(2-chloro-6-fluorophenyl)methyl]sulfonamido}-1,3-thiazole-4-carboxylic acid